FC(C=1OC(=NN1)C=1SC(=CC1)CC1=NC(=NO1)C1=CC=CC=C1)F 2-(difluoromethyl)-5-[5-[(3-phenyl-1,2,4-oxadiazol-5-yl)methyl]thiophen-2-yl]-1,3,4-oxadiazole